1-{2-[4-(2,5-dioxo-2,5-dihydro-1H-pyrrol-1-yl)phenyl]Acetamido}-3,6,9,12-tetraoxapentadecane O=C1N(C(C=C1)=O)C1=CC=C(C=C1)CC(=O)NCCOCCOCCOCCOCCC